CC(C)(CC=C=C(CCC=C(C)C)C)OC1=C(C=O)C=CC=C1 (2,6,10-trimethylundec-4,5,9-trien-2-yloxy)benzaldehyde